Cl.N[C@@](CC(=O)OC)(CCC=C)CC methyl (R)-3-amino-3-ethylhept-6-enoate hydrochloride